(S)-5-((4-chloro-5-((3-(2,3-dihydrobenzo[b][1,4]dioxin-6-yl)-2-methylbenzyl)oxy)-2-((3-hydroxypyrrolidin-1-yl)methyl)phenoxy)methyl)nicotinic acid ClC1=CC(=C(OCC=2C=NC=C(C(=O)O)C2)C=C1OCC1=C(C(=CC=C1)C1=CC2=C(OCCO2)C=C1)C)CN1C[C@H](CC1)O